Ethyl 3-fluoro-5-[({1-[2-fluoro-4-(trifluoromethyl) phenyl]cyclopropyl} carbonyl)amino]-2-{1-[(1-methylcyclopropyl) methyl]-1H-pyrazol-4-yl}benzoate FC=1C(=C(C(=O)OCC)C=C(C1)NC(=O)C1(CC1)C1=C(C=C(C=C1)C(F)(F)F)F)C=1C=NN(C1)CC1(CC1)C